N1(CC1)C1(C(NC2=C(C=CC=C12)C(F)(F)F)=O)C1=CC=C(C=C1)O 3-(aziridin-1-yl)-3-(4-hydroxyphenyl)-7-(trifluoromethyl)indol-2-one